di(aziridin-1-yl)phosphinic acid (S)-4-(3-(dimethylcarbamoyl) phenoxy)-5-nitro-2,3-dihydro-1H-inden-1-yl ester CN(C(=O)C=1C=C(OC2=C3CC[C@@H](C3=CC=C2[N+](=O)[O-])OP(=O)(N2CC2)N2CC2)C=CC1)C